3-(N,N-dimethylsulfamoyl)-N-(2-oxo-2-((4-(3-(pyridin-4-yl)phenyl)thiazol-2-yl)amino)ethyl)benzamide CN(S(=O)(=O)C=1C=C(C(=O)NCC(NC=2SC=C(N2)C2=CC(=CC=C2)C2=CC=NC=C2)=O)C=CC1)C